Cl.Cl.NCC1=C(C(=O)N[C@H](C)C2=CC(=C(C=C2)OC)OC)C=CC=C1 2-(Aminomethyl)-N-[(1R)-1-(3,4-dimethoxyphenyl)ethyl]benzamide hydrochloride salt Hydrogen chloride